N-(1,1'-biphenyl-2-yl)-N-(3,3'',5,5''-tetra-t-butyl-1,1':3,1''-terphenyl-5'-yl)-9,9-dimethyl-9H-fluoren-2-amine C1(=C(C=CC=C1)N(C1=CC=2C(C3=CC=CC=C3C2C=C1)(C)C)C=1C=CC=C(C1)C=1CC(C=C(C1)C(C)(C)C)(C1=CC(=CC(=C1)C(C)(C)C)C(C)(C)C)C(C)(C)C)C1=CC=CC=C1